(R)-3-((7-((R)-1-(benzoyloxy)ethyl)-5-(isopropylamino)-2,6-naphthyridin-3-yl)carbamoyl)piperidine-1-carboxylic acid tert-butyl ester C(C)(C)(C)OC(=O)N1C[C@@H](CCC1)C(NC=1N=CC2=CC(=NC(=C2C1)NC(C)C)[C@@H](C)OC(C1=CC=CC=C1)=O)=O